NC=1C=2N(C(=CN1)C1=CCC(CC1)NC)C(=NC2C2=C(C=C(C=C2)NC(=O)NC2=CC(=CC=C2)F)F)CC 1-(4-(8-amino-3-ethyl-5-(4-(methylamino)cyclohex-1-en-1-yl)imidazo[1,5-a]pyrazin-1-yl)-3-fluorophenyl)-3-(3-fluorophenyl)urea